C(O)([2H])([2H])[2H] (2H3)methanol